[Si](C)(C)(C(C)(C)C)OCCN1C(C(=CC=C1)CCl)=O (2-(tert-butyldimethylsilyloxy)ethyl)-3-(chloromethyl)pyridin-2(1H)-one